sodium methylbutanoate COC(CCC)=O.[Na]